4-{[(4-methoxyphenyl)methyl]Amino}-N-[2-(pyridin-4-yl)ethyl]Pyrrolidine-2-carboxamide COC1=CC=C(C=C1)CNC1CC(NC1)C(=O)NCCC1=CC=NC=C1